C1=CC=CC2=CC3=CC=CC=C3C(=C12)[Si](Cl)(Cl)C=1C2=CC=CC=C2C=C2C=CC=CC12 di(anthracen-9-yl)dichlorosilane